CC(CCOCC=O)CCC=C(C)C 2-((3,7-Dimethyloct-6-en-1-yl)oxy)acetaldehyd